Cl.FC(=C(OC1=C(C=C(CCN)C=C1OC)OC)[2H])F 4-(2,2-Difluoro-1-deuterovinyloxy)-3,5-dimethoxyphenethylamine hydrochloride